methyl (R)-1-(4-(4-(1-methyl-5-(((1-phenylethoxy)carbonyl)amino)-1H-1,2,3-triazol-4-yl)piperidin-1-yl)phenyl)cyclopropane-1-carboxylate CN1N=NC(=C1NC(=O)O[C@H](C)C1=CC=CC=C1)C1CCN(CC1)C1=CC=C(C=C1)C1(CC1)C(=O)OC